Butyl (S)-methyl(1-(1-(5-(trimethylsilyl)pyridin-2-yl)-1H-1,2,4-triazol-5-yl)ethyl)carbamate CN(C(OCCCC)=O)[C@@H](C)C1=NC=NN1C1=NC=C(C=C1)[Si](C)(C)C